P(=O)(OCC[C@@H](C(=O)O)N=[N+]=[N-])(OCC[N+](C)(C)C)[O-] (S)-3-azido-3-carboxypropyl (2-(trimethylammonio)ethyl) phosphate